4-[2-fluoro-5-(methoxymethoxy)-4-(4,4,5,5-tetramethyl-1,3,2-dioxaborolan-2-yl)phenyl]-2-methoxypyridine FC1=C(C=C(C(=C1)B1OC(C(O1)(C)C)(C)C)OCOC)C1=CC(=NC=C1)OC